C1(CC1)NC(C1=C(C(=CC=C1)F)SCC1=CC=C(C=C1)OC)=O N-cyclopropyl-3-fluoro-2-[(4-methoxyphenyl)methylsulfanyl]benzamide